FC([C@@H](C)N)=C(C)C (R)-3-fluoro-4-methylpent-3-en-2-amine